N-(1-(1,1-difluoro-6-azaspiro[2.5]octan-6-yl)-2-oxo-1,2-dihydropyridin-3-yl)-4-((2-hydroxyethyl)sulfonamido)-2-(6-azaspiro[2.5]octan-6-yl)benzamide FC1(CC12CCN(CC2)N2C(C(=CC=C2)NC(C2=C(C=C(C=C2)NS(=O)(=O)CCO)N2CCC1(CC1)CC2)=O)=O)F